(2-chloropyrimidin-4-yl)-4-fluoro-1-isopropyl-2-methyl-1H-benzo[d]imidazole ClC1=NC=CC(=N1)C1=C(C2=C(N(C(=N2)C)C(C)C)C=C1)F